ClC1=C(C(=O)O)C=C(C=C1[N+](=O)[O-])[N+](=O)[O-] 2-chloro-3,5-dinitrobenzoic acid